tert.-Butyl-3-{[2-(5-chloropyridin-2-yl)imidazo-[1,2-a]pyridin-3-yl]methyl}-3,8-diazabicyclo[3.2.1]octan-8-carboxylat C(C)(C)(C)OC(=O)N1C2CN(CC1CC2)CC2=C(N=C1N2C=CC=C1)C1=NC=C(C=C1)Cl